[O-]CCCC.[K+] potassium n-butoxide